ClC=1N=C(C2=C(N1)N(N=N2)[C@H](C)C2=C(C=C(C=C2)Cl)F)C (R)-5-chloro-3-(1-(4-chloro-2-fluorophenyl)ethyl)-7-methyl-3H-[1,2,3]triazolo[4,5-d]pyrimidine